FC1=CC=C(C=C1)CN(C(C(N)=O)=O)CC1=NC=CC=C1C N'-[(4-fluorophenyl)methyl]-N'-[(3-methyl-2-pyridyl)methyl]oxamide